O[C@H]1[C@@H](CCCC1)NC1=NC=C2C=C(N=C(C2=C1)NC(C)C)C#N 7-(((1R,2R)-2-hydroxycyclohexyl)amino)-1-(isopropylamino)-2,6-naphthyridine-3-carbonitrile